2-((4-(2-(2-aminopyridin-3-yl)-3H-imidazo[4,5-b]pyridin-3-yl)benzyl)amino)isonicotinonitrile NC1=NC=CC=C1C1=NC=2C(=NC=CC2)N1C1=CC=C(CNC=2C=C(C#N)C=CN2)C=C1